(1S,2R,3S)-3-Hydroxycyclohexane OC1CCCCC1